5-(4-(((3,5-dimethylpyridin-2-yl)amino)methyl)-2-fluoro-6-hydroxyphenyl)-1,2,5-thiadiazolidin-3-one 1,1-dioxide CC=1C(=NC=C(C1)C)NCC1=CC(=C(C(=C1)O)N1CC(NS1(=O)=O)=O)F